4-(s)-vinylimidazole C(=C)C=1N=CNC1